tert-butyl (S)-(1-(4-carbamoyl-2,6-dimethylphenyl)-3-(1,3-dioxoisoindolin-2-yl)propan-2-yl)carbamate C(N)(=O)C1=CC(=C(C(=C1)C)C[C@@H](CN1C(C2=CC=CC=C2C1=O)=O)NC(OC(C)(C)C)=O)C